C(C)OC(C[C@H](N1[C@@](C2=C(C=C(C=C2C1=O)C(=O)C1=NC=CC=C1)F)(OC)C1=CC=C(C=C1)Cl)C1=CC=C(C=C1)Cl)=O (3S)-3-(4-chlorophenyl)-3-[(1R)-1-(4-chlorophenyl)-7-fluoro-1-methoxy-3-oxo-5-(pyridine-2-carbonyl)-2,3-dihydro-1H-isoindol-2-yl]propionic acid ethyl ester